Cl.CNC1CCS(CC1)(=O)=O N-methyl-1,1-dioxo-thian-4-amine hydrochloride